N1C(=NCC2=CC=CC=C12)SCC1=CSC2=NC3=CC(=CC=C3CN21)F 3-(((1,4-dihydroquinazolin-2-yl)thio)methyl)-8-fluoro-5H-thiazolo[2,3-b]quinazoline